(S)-1-(2-amino-5-(methylsulfonyl)phenyl)-3-(1-(5-fluoro-3-methylbenzofuran-2-yl)-2-methylpropyl)thiourea NC1=C(C=C(C=C1)S(=O)(=O)C)NC(=S)N[C@@H](C(C)C)C=1OC2=C(C1C)C=C(C=C2)F